FC(OC1=NC2=CC(=CC(=C2N=C1)C=1SC(=CN1)C)C)F 2-(2-(difluoromethoxy)-7-methylquinoxalin-5-yl)-5-methylthiazole